C(C)(C)(C)OC(=O)N1C[C@@H]([C@@H](CC1)[C@@H]1CCNC=2N1N=C(C2C(N)=O)C2=CC=C(C=C2)OC2=CC=CC=C2)O (3R,4S)-4-((S)-3-carbamoyl-2-(4-phenoxyphenyl)-4,5,6,7-tetrahydropyrazolo[1,5-a]pyrimidin-7-yl)-3-hydroxypiperidine-1-carboxylic acid tert-butyl ester